(R)-2-amino-4-((1-hydroxyl-2-methylhexan-2-yl)amino)-6-(4-(pyrrolidin-1-ylmethyl)benzyl)pyridine NC1=NC(=CC(=C1)N[C@@](CO)(CCCC)C)CC1=CC=C(C=C1)CN1CCCC1